tert-butyl 4-[2-[4-(4,4,5,5-tetramethyl-1,3,2-dioxaborolan-2-yl)pyrazol-1-yl]ethoxy]piperidine-1-carboxylate CC1(OB(OC1(C)C)C=1C=NN(C1)CCOC1CCN(CC1)C(=O)OC(C)(C)C)C